2-(((((2R,3S,5R)-2-ethynyl-5-(2-fluoro-6-(((4-methoxyphenyl)diphenylmethyl)amino)-9H-purin-9-yl)-2-(hydroxymethyl)tetrahydrofuran-3-yl)oxy)carbonyl)oxy)propane-1,3-diyl dinonanoate C(CCCCCCCC)(=O)OCC(COC(CCCCCCCC)=O)OC(=O)O[C@@H]1[C@](O[C@H](C1)N1C2=NC(=NC(=C2N=C1)NC(C1=CC=CC=C1)(C1=CC=CC=C1)C1=CC=C(C=C1)OC)F)(CO)C#C